2-{(1R,5S)-3'-(((benzyloxy)carbonyl)amino)-8-azaspiro[bicyclo[3.2.1]octane-3,1'-cyclobutane]-8-yl}-4-fluorobenzo[d]thiazole-6-carboxylic acid methyl ester COC(=O)C1=CC2=C(N=C(S2)N2[C@H]3CC4(CC(C4)NC(=O)OCC4=CC=CC=C4)C[C@@H]2CC3)C(=C1)F